BrC1=CC=C(C=C1)C1=CC(=CC=C1)Cl 4'-bromo-3-chlorobiphenyl